BrC=1C=2N(C=C(C1)C1CC1)C=C(N2)[C@@H]2N(C[C@H](C2)O[Si](C)(C)C(C)(C)C)C(=O)OCC2=CC=CC=C2 benzyl (2R,4S)-2-(8-bromo-6-cyclopropylimidazo[1,2-a]pyridin-2-yl)-4-((tertbutyldimethylsilyl)oxy)pyrrolidine-1-carboxylate